NC1=CC(=C(C2=C1CN1C(CO2)CNCC1)Cl)C1=C2C=NNC2=CC=C1C 7-Amino-10-chloro-9-(5-methyl-1H-indazol-4-yl)-3,4,12,12a-tetrahydro-1H-benzo[f]pyrazino[2,1-c][1,4]oxazepin